3-Fluoro-5-((6-morpholino-1-oxoisoquinolin-2(1H)-yl)methyl)-N-((1-(2,2,2-trifluoroethyl)piperidin-4-yl)methyl)benzamide FC=1C=C(C(=O)NCC2CCN(CC2)CC(F)(F)F)C=C(C1)CN1C(C2=CC=C(C=C2C=C1)N1CCOCC1)=O